C(C)OC(C1=CC=C(C=C1)C)=O 4-Methylbenzoic acid ethyl ester